isopropyl aminopropionate hydrochloride Cl.NC(C(=O)OC(C)C)C